di-tert-butyl [(1R)-1-(5-chloro-2-formylphenyl)propyl]-imidodicarbonate ClC=1C=CC(=C(C1)[C@@H](CC)N(C(=O)OC(C)(C)C)C(=O)OC(C)(C)C)C=O